C(C)N(CC)CC.C(C)N(CC)CC.FC1=CNC=2N=CNC(C21)=O 5-fluoro-3,7-dihydro-4H-pyrrolo[2,3-d]Pyrimidin-4-one bis(triethylamine) salt